CN1C(N(C2=C1C(=CC=C2)N2CCC(CC2)N(CC2CCC(CC2)N2N=C(C(=C2)[N+](=O)[O-])C(F)(F)F)C)C2C(NC(CC2)=O)=O)=O 3-[3-methyl-4-[4-[methyl-[[4-[4-nitro-3-(trifluoromethyl)pyrazol-1-yl]cyclohexyl]methyl]amino]-1-piperidyl]-2-oxo-benzimidazol-1-yl]piperidine-2,6-dione